O1C=C(C=C1)C=1N=C(C2=C(N1)SC(=C2)C)NCCCC2=CC=C(C=C2)C=2C=NOC2 2-(furan-3-yl)-6-methyl-N-(3-[4-(1,2-oxazol-4-yl)phenyl]propyl)thieno[2,3-d]pyrimidin-4-amine